ClC1=C(C(=[N+](C=C1)[O-])C)C1=CC=C(C=C1)NC(C(NC(=O)C1=CC=C2N1CCN(C2)C)C2C[C@H]1C([C@H]1C2)(F)F)=O 4-chloro-3-(4-(2-((1R,3s,5S)-6,6-difluorobicyclo[3.1.0]hexan-3-yl)-2-(2-methyl-1,2,3,4-tetrahydropyrrolo[1,2-a]pyrazine-6-carboxamido)acetamido)phenyl)-2-methylpyridine 1-oxide